NC=1C=C(CCN2[C@H](O[C@H](C2=O)C)C=2C(=NN(C2)C2=CC=C(C=C2)Br)C2=CC=C(C=C2)F)C=CC1 (2R,5S)-3-(3-aminophenethyl)-2-(1-(4-bromophenyl)-3-(4-fluorophenyl)-1H-pyrazol-4-yl)-5-methyl-Oxazolidin-4-one